4-((((1S,4S,5R)-2-azabicyclo[2.2.1]heptan-5-yl)oxy)methyl)-5-cyclopropyl-3-(2,6-dichlorophenyl)isoxazole trifluoroacetate FC(C(=O)O)(F)F.[C@@H]12NC[C@@H]([C@@H](C1)OCC=1C(=NOC1C1CC1)C1=C(C=CC=C1Cl)Cl)C2